COC(=O)C=1C=2C(C(C(NC2C=C(C1)F)C1=CC=C(C=C1)Br)C1=NC=NN1C)=O.FC1C(C1)(C)C fluorodimethyl-cyclopropane Methyl-2-(4-bromophenyl)-7-fluoro-3-(1-methyl-1H-1,2,4-triazol-5-yl)-4-oxo-1,2,3,4-tetrahydro-quinoline-5-carboxylate